N-(4-(4-((3-cyanopropyl)sulfonamido)-2-ethylphenyl)-1H-pyrrolo[2,3-b]pyridin-6-yl)cyclopropylcarboxamide C(#N)CCCS(=O)(=O)NC1=CC(=C(C=C1)C1=C2C(=NC(=C1)NC(=O)C1CC1)NC=C2)CC